(1S,2R)-2-((S)-8-(Benzo[d]isoxazol-3-ylmethoxy)-5-chloro-1-((2-oxopyrrolidin-1-yl)methyl)-1,2,3,4-tetrahydroisochinolin-2-carbonyl)-1-methylcyclohexan O1N=C(C2=C1C=CC=C2)COC=2C=CC(=C1CCN([C@@H](C21)CN2C(CCC2)=O)C(=O)[C@H]2[C@H](CCCC2)C)Cl